tert-butyl (E)-(5-(2-cyano-3-(dimethylamino)acryloyl)-4-methylthiazol-2-yl)(methyl)carbamate C(#N)/C(/C(=O)C1=C(N=C(S1)N(C(OC(C)(C)C)=O)C)C)=C\N(C)C